CCCCCCCCOCCO octylglycol